ClC1=CC=C(C=C1)C1=CCC(N(N1[C@H](C(F)(F)F)CO)C=1C=NN(C1)CC)=O 6-(4-chlorophenyl)-2-(1-ethyl-1H-pyrazol-4-yl)-3-oxo-N-[(2S)-1,1,1-trifluoro-3-hydroxypropan-2-yl]-2,3-dihydropyridazine